2-bromo-7-methylene-6,7-dihydro-5H-pyrrolo[1,2-b][1,2,4]triazole BrC=1N=C2N(N1)CCC2=C